pyridine-2(1h)-one N1C(C=CC=C1)=O